2-bromo-7-chloro-3-iodopyrazolo[1,5-a]pyrimidine BrC1=NN2C(N=CC=C2Cl)=C1I